2-((6-isopropylbenzo[d]oxazol-2-yl)amino)-1-methyl-1H-benzo[d]imidazole-5-carboxylic acid ethyl ester C(C)OC(=O)C1=CC2=C(N(C(=N2)NC=2OC3=C(N2)C=CC(=C3)C(C)C)C)C=C1